N-(5-(((2S,4R)-4-(imidazo[1,2-c]pyrimidin-7-yloxy)-2-methylpyrrolidin-1-yl)methyl)thiazol-2-yl)acetamide N=1C=CN2C=NC(=CC21)O[C@@H]2C[C@@H](N(C2)CC2=CN=C(S2)NC(C)=O)C